CC1=CC=C2C(=N1)OC1=C2C=CC=C1C1=NC=C(C=C1)[Ge](C)(C)C 2-methyl-8-(5-(trimethylgermyl)pyridin-2-yl)benzofuro[2,3-B]pyridine